ClC=1C=C(C(=O)NC2=C(C=NN2C)C(=O)NCC2=C(C=CC=C2)C(F)(F)F)C=C(C1O)Cl 5-(3,5-dichloro-4-hydroxybenzoylamino)-1-methyl-N-{[2-(trifluoromethyl)phenyl]methyl}-1H-pyrazole-4-carboxamide